C(#N)C(C(=O)NC([O-])=O)/N=N/C1=CC(=C(C(=C1)C)CC1=NN(C(C(=C1)C1(CCCC1)C)=O)CC1=CC=C(C=C1)OC)C (E)-(2-cyano-2-((4-((1-(4-methoxybenzyl)-5-(1-methylcyclopentyl)-6-oxo-1,6-dihydropyridazin-3-yl)methyl)-3,5-dimethylphenyl)azo)acetyl)carbamate